3-(2-(6-bromo-1-oxoisoindolin-2-yl)butanamido)-5-fluoro-4-oxopentanoic acid BrC1=CC=C2CN(C(C2=C1)=O)C(C(=O)NC(CC(=O)O)C(CF)=O)CC